pyrimidopyrazolecarboxylic acid N1N=C(C2=C1C=NC=N2)C(=O)O